N-(2-((5-Methyl-2'-oxo-1,1',2',3-tetrahydrospiro[indene-2,3'-pyrrolo[2,3-b]pyridin]-6-yl)amino)-2-oxoethyl)-N-(2-((methylamino)methyl)benzyl)pivalamide CC=1C=C2CC3(C(NC4=NC=CC=C43)=O)CC2=CC1NC(CN(C(C(C)(C)C)=O)CC1=C(C=CC=C1)CNC)=O